ClC=1C=C2C(=NC1C1=NC=CC=N1)N(C=C2C(=O)C2C[C@H](N([C@@H](C2)C)C2=NC=C(C=C2I)F)C)C [5-chloro-1-methyl-6-(pyrimidin-2-yl)-1H-pyrrolo[2,3-b]pyridin-3-yl][(2R,6R)-1-(5-fluoro-3-iodopyridin-2-yl)-2,6-dimethylpiperidin-4-yl]methanone